C1CCC12OCCC[C@@H]2N2N=C1N=C(C=NC1=C2)C2=C(C=C(C=C2C)C(F)(F)F)O (S)-2-(2-(5-oxaspiro[3.5]nonan-9-yl)-2H-pyrazolo[3,4-b]pyrazin-6-yl)-3-methyl-5-(trifluoromethyl)phenol